CC1(CCC=C(C1)C#N)C 5,5-dimethylcyclohex-1-ene-1-carbonitrile